methyl (tert-butoxycarbonyl)-L-valinate C(C)(C)(C)OC(=O)N[C@@H](C(C)C)C(=O)OC